(E)-N-(5-chloro-2-methylpyridin-3-yl)-3-(7-fluoro-3-methyl-1H-indazol-6-yl)acrylamide ClC=1C=C(C(=NC1)C)NC(\C=C\C1=CC=C2C(=NNC2=C1F)C)=O